1-(4-(5-dodecyl-benzooxazol-2-yl)phenyl)-3-(4-tert-octyl-styryl)-5-(4-tert-octyl-phenyl)-pyrazoline C(CCCCCCCCCCC)C=1C=CC2=C(N=C(O2)C2=CC=C(C=C2)N2NC(=CC2C2=CC=C(C=C2)C(C)(C)CC(C)(C)C)C=CC2=CC=C(C=C2)C(C)(C)CC(C)(C)C)C1